5-(2,5-dimethyl-1,2,3,4-tetrahydroisoquinolin-7-yl)-3-((1-methyl-1H-pyrazol-4-yl)oxy)pyrazin-2-amine CN1CC2=CC(=CC(=C2CC1)C)C=1N=C(C(=NC1)N)OC=1C=NN(C1)C